(1aR,5aR)-2-(5-Fluoro-pyridin-2-yl)-1a,2,5,5a-tetrahydro-1H-2,3-diaza-cyclopropa[a]pentalene-4-carboxylic acid ((S)-2-fluoro-1-hydroxymethyl-2-methyl-propyl)-amide FC([C@H](CO)NC(=O)C=1C=2C[C@@H]3[C@H](C2N(N1)C1=NC=C(C=C1)F)C3)(C)C